C1(CCCC1)C=1SC=CN1 cyclopentylthiazole